Methyl 5-(3-cyclopropoxyphenyl)-1-(1H-indazol-4-yl)-1H-pyrazole-3-carboxylate C1(CC1)OC=1C=C(C=CC1)C1=CC(=NN1C1=C2C=NNC2=CC=C1)C(=O)OC